3-(benzylamino)-2,3-dihydrothiophene 1,1-dioxide C(C1=CC=CC=C1)NC1CS(C=C1)(=O)=O